[3-[5-amino-1-(1-methylpyrazol-3-yl)-3-(trifluoromethyl)pyrazol-4-yl]-5-chloro-phenyl]-cyclopropyl-methanone NC1=C(C(=NN1C1=NN(C=C1)C)C(F)(F)F)C=1C=C(C=C(C1)Cl)C(=O)C1CC1